1-((allyloxy)methyl)-3,5-dinitrobenzene C(C=C)OCC1=CC(=CC(=C1)[N+](=O)[O-])[N+](=O)[O-]